C(C)(C)(C)OC(=O)N1CCC2(C3=C(C(NC2)=O)C(=C(N3)C3=C(C=NC=C3)F)I)CC1 2'-(3-fluoropyridin-4-yl)-3'-iodo-4'-oxo-5',6'-dihydro-1'h-spiro[piperidine-4,7'-pyrrolo[3,2-c]pyridine]-1-carboxylic acid tert-butyl ester